CCCCCCCC/C=C\\CCCC(=O)O[C@H](CC(=O)[O-])C[N+](C)(C)C The molecule is an O-tetradecenoyl-L-carnitine in which the acyl group is specified as (5Z)-tetradecenoyl. It has a role as a human metabolite. It derives from a cis-tetradec-5-enoic acid.